COC=1C=C(C=CC1)C1=CC=C(C=C1)C(=O)O 3'-methoxy-[1,1'-biphenyl]-4-carboxylic acid